tert-butyl ((3,4-dihydro-1H-[1,4]oxazino[4,3-b]indazol-1-yl) methyl)(ethyl)carbamate C1(OCCN2N=C3C=CC=CC3=C21)CN(C(OC(C)(C)C)=O)CC